2-m-chlorophenylamino-1,4-naphthoquinone ClC=1C=C(C=CC1)NC=1C(C2=CC=CC=C2C(C1)=O)=O